ClC=1C=NC=C(C1N)Cl 3,5-dichloro-4-aminopyridine